OC(CCCCCCCCCCCCCCCCC(=O)O)CCC(CCCCCCCCC)O 18,21-dihydroxytriacontanoic acid